6-ethylsulfonyl-1,3-dimethyl-5-[1-methyl-5-(trifluoromethylsulfinyl)benzimidazol-2-yl]imidazo[4,5-b]pyridin-2-one C(C)S(=O)(=O)C=1C=C2C(=NC1C1=NC3=C(N1C)C=CC(=C3)S(=O)C(F)(F)F)N(C(N2C)=O)C